COC(=O)C1=CC=NC2=CC=C(C=C12)[C@@H]1OCCCC1 |r| racemic-(R)-6-(tetrahydro-2H-pyran-2-yl)quinoline-4-carboxylic acid methyl ester